4,6-dichloro-2-(methylthio)-5-pyrimidinecarbonyl chloride ClC1=NC(=NC(=C1C(=O)Cl)Cl)SC